1-(cyclopentylmethyl)-N-(3-fluoro-4-((2-(1-methyl-1H-pyrazol-4-yl)pyridin-4-yl)oxy)phenyl)-3-(4-fluorophenyl)-2,4-dioxo-1,2,3,4-tetrahydropyrimidin-5-carboxamide C1(CCCC1)CN1C(N(C(C(=C1)C(=O)NC1=CC(=C(C=C1)OC1=CC(=NC=C1)C=1C=NN(C1)C)F)=O)C1=CC=C(C=C1)F)=O